3-(1,4-diazabicyclo[3.2.2]nonan-4-yl)-6-[11C]methylaminodibenzo[b,d]thiophene 5,5-dioxide N12CCN(C(CC1)CC2)C=2C=CC1=C(S(C3=C1C=CC=C3N[11CH3])(=O)=O)C2